CC1=NSC(=N1)C1N(CCC1)CC1=CC=C(OC2=CC=C(C(=O)N)C=C2)C=C1 4-(4-{[2-(3-methyl-1,2,4-thiadiazol-5-yl)pyrrolidin-1-yl]methyl}phenoxy)benzamide